ClC=1N(N=C2C(=NC=CC21)NCC2=C(C=C(C=C2)OC)OC)CC2=NC=CC=C2 chloro-N-(2,4-dimethoxybenzyl)-2-(pyridin-2-ylmethyl)-2H-pyrazolo[3,4-c]pyridin-7-amine